CC1(CCC(CC1)NC1=C(C=CC=C1)C1(CC=C(C=C1)S(=O)(=O)N(C)C)S(=O)(=O)N)C 1-(2-((4,4-dimethylcyclohexyl)amino)phenyl)-N4,N4-dimethylbenzene-1,4-disulfonamide